tert-butyl (1-(4,4-difluorocyclohexyl)-3-(dimethyl(oxo)-λ6-sulfaneylidene)-2-oxopropyl)carbamate FC1(CCC(CC1)C(C(C=S(=O)(C)C)=O)NC(OC(C)(C)C)=O)F